4-[(1R,5S)-3,8-diazabicyclo[3.2.1]Octane-3-yl]-2-methylindazole-7-carboxamide [C@H]12CN(C[C@H](CC1)N2)C=2C1=CN(N=C1C(=CC2)C(=O)N)C